(S)-N-[(R)-(5-chloro-4-fluoro-2-hydroxyphenyl)([1-[(2R)-2,3-dihydroxypropanoyl]piperidin-4-yl])methyl]-2-methylpropane-2-sulfinamide ClC=1C(=CC(=C(C1)[C@H](N[S@@](=O)C(C)(C)C)C1CCN(CC1)C([C@@H](CO)O)=O)O)F